FC1(CCN(CC1)C1=NC=CC(=N1)C=1N=NN(C1)C1=C(C=C(C=C1)C(CO)S(=O)(=O)N)N1CCC2(CC2)CC1)F (4-(4-(2-(4,4-difluoropiperidin-1-yl)pyrimidin-4-yl)-1H-1,2,3-triazol-1-yl)-3-(6-azaspiro[2.5]oct-6-yl)phenyl)-2-hydroxyethane-1-sulfonamide